4-(4-(1H-indol-3-yl)-7H-pyrrolo[2,3-d]pyrimidin-2-yl)-N1-(2-(dimethylamino)ethyl)-N1-methylbenzene-1,2,4-triamine N1C=C(C2=CC=CC=C12)C=1C2=C(N=C(N1)C1(CC(=C(C=C1)N(C)CCN(C)C)N)N)NC=C2